ClC1=C(C=CC(=N1)NN1C(C(=C(C1=O)CCC(CCC)O)C)=O)C(F)(F)F 1-{[6-chloro-5-(trifluoromethyl)(2-pyridyl)]-amino}-4-(3-hydroxyhexyl)-3-methylazoline-2,5-dione